CCCCC/C=C\\C/C=C\\C/C=C\\[C@@H]([C@@H]1[C@@H](O1)CCCC(=O)O)O The molecule is a trienoic fatty acid consisting of (8Z,11Z,14Z)-icosa-8,11,14-trienoic acid having additional (7R)-hydroxy- and (5S,6S)-epoxy groups. It is an epoxy fatty acid, a hydroxy fatty acid, a polyunsaturated fatty acid, a long-chain fatty acid and an icosanoid. It derives from an all-cis-icosa-8,11,14-trienoic acid. It is a conjugate acid of a (7R)-hydroxy-(5S,6S)-epoxy-(8Z,11Z,14Z)-icosatrienoate.